(S)-N-(1-(8-amino-1-(4-(pyridin-2-ylcarbamoyl)phenyl)imidazo[1,5-a]pyrazin-3-yl)ethyl)-2-chloropyrimidine-4-carboxamide NC=1C=2N(C=CN1)C(=NC2C2=CC=C(C=C2)C(NC2=NC=CC=C2)=O)[C@H](C)NC(=O)C2=NC(=NC=C2)Cl